2-(((1R,5S,6S)-6-(6-((2-(Difluoromethoxy)benzyl)oxy)pyridin-2-yl)-3-azabicyclo[3.1.0]hexan-3-yl)methyl)-4-methoxy-1-(((S)-oxetan-2-yl)methyl)-1H-benzo[d]imidazole-6-carboxylic acid FC(OC1=C(COC2=CC=CC(=N2)C2[C@H]3CN(C[C@@H]23)CC2=NC3=C(N2C[C@H]2OCC2)C=C(C=C3OC)C(=O)O)C=CC=C1)F